C(C)(C)(C)C1=NCN(O1)CC1=C(C=C(C=C1)C1=NC=NN2C1=CC(=C2)CCCCN2CCC(CC2)C2=CC=C(C=C2)C2C(NC(CC2)=O)=O)C 5-tert-butyl-N-[[4-[6-[4-[4-[4-(2,6-dioxo-3-piperidyl)phenyl]-1-piperidyl]butyl]pyrrolo[2,1-f][1,2,4]triazin-4-yl]-2-methyl-phenyl]methyl]-1,2,4-oxadiazole